heptyl-4-(4-chlorobenzylamino)-7-methoxychroman C(CCCCCC)C1OC2=CC(=CC=C2C(C1)NCC1=CC=C(C=C1)Cl)OC